N-(3-methoxy-4-hydroxybenzyl)acrylamide methyl-(E)-3-[5-(methylcarbamoyl)thiophen-3-yl]acrylate methyl-4-(5-hydroxypyrimidin-2-yl)-5-methylthiophene-2-carboxylate COC(=O)C=1SC(=C(C1)C1=NC=C(C=N1)O)C.COC(\C=C\C1=CSC(=C1)C(NC)=O)=O.COC=1C=C(CNC(C=C)=O)C=CC1O